3-((5-amino-4H-1,2,4-triazol-3-yl)(3,4-difluorophenyl)amino)propan-1-ol NC=1NC(=NN1)N(CCCO)C1=CC(=C(C=C1)F)F